methyl 6-(piperidin-1-yl)-3-(4,4,5,5-tetramethyl-1,3,2-dioxaborolan-2-yl)picolinate N1(CCCCC1)C1=CC=C(C(=N1)C(=O)OC)B1OC(C(O1)(C)C)(C)C